1-(5-tert-butyl-isoxazol-3-yl)-3-[4-(6-trifluoromethyl-imidazo[4,5-b]pyridin-3-yl)-phenyl]-urea C(C)(C)(C)C1=CC(=NO1)NC(=O)NC1=CC=C(C=C1)N1C=NC=2C1=NC=C(C2)C(F)(F)F